Ethyl (5R)-2-[6-fluoro-2-[(1S,4S)-2-oxa-5-azabicyclo[2.2.1]heptan-5-yl]pyridin-3-yl]-5-methyl-5H,6H,7H-pyrazolo[3,2-b][1,3]oxazine-3-carboxylate FC1=CC=C(C(=N1)N1[C@@H]2CO[C@H](C1)C2)C=2C(=C1O[C@@H](CCN1N2)C)C(=O)OCC